(R,Z)-2-amino-N'-(3-(3-(3,5-bis(trifluoromethyl)phenyl)-1H-1,2,4-triazol-1-yl)acryloyl)-3-methylbutanehydrazide N[C@@H](C(=O)NNC(\C=C/N1N=C(N=C1)C1=CC(=CC(=C1)C(F)(F)F)C(F)(F)F)=O)C(C)C